CN1N=C(C(=C1C(=O)OCC)C)C ethyl 1,3,4-trimethyl-1H-pyrazole-5-carboxylate